dimethylsilyl-bis(tetrahydrofluorenyl)zirconium C[SiH](C)[Zr](C1CCCC=2C3=CC=CC=C3CC12)C1CCCC=2C3=CC=CC=C3CC12